S1C2=C(C(=C1)CC=1C(=CC(=C(C1)N1C(NC=3C(C1=O)=C(SC3)C(=O)O)=O)F)OC)C=CC=C2 3-(5-(benzo[b]thiophen-3-ylmethyl)-2-fluoro-4-methoxyphenyl)-2,4-dioxo-1H-thieno[3,4-d]pyrimidine-5-carboxylic acid